2-[[3-fluoro-4-[5-(trifluoromethyl)-1,2,4-oxadiazol-3-yl]phenyl]methyl]isoxazolidin-3-one FC=1C=C(C=CC1C1=NOC(=N1)C(F)(F)F)CN1OCCC1=O